N(=[N+]=[N-])CCCCCCOC[C@@]12[C@H]3[C@@H]([C@H]([C@@H](OC1)O2)NC2=NC(=CC=C2)C(F)(F)F)OC(O3)(C)C N-((3aR,4S,7S,8R,8aR)-4-(((6-azidohexyl)oxy)methyl)-2,2-dimethylhexahydro-4,7-epoxy[1,3]dioxolo[4,5-d]oxepin-8-yl)-6-(trifluoromethyl)pyridin-2-amine